N[C@@H](CC1=CC=CC=C1)C(=O)[O-] phenylalaninate